FC(S(=O)(=O)OC1=C(C(=CC=C1)OS(=O)(=O)C(F)(F)F)OS(=O)(=O)C(F)(F)F)(F)F 1,2,3-tris(trifluoromethanesulfonyloxy)benzene